2-(4-acetoxyphenyl)-3-(3,4-dimethoxyphenyl)acrylic acid C(C)(=O)OC1=CC=C(C=C1)C(C(=O)O)=CC1=CC(=C(C=C1)OC)OC